2-hydroxy-4'-2-hydroxyethoxy-2-methylacetophenone OC(C(=O)C1=CC=C(C=C1)OCCO)C